ClC=1C=C(C=CC1)C(C(OC(=O)N[C@H](C(=O)O)CC1=CC(=C(C=C1)Cl)Cl)C1=CC=CC=C1)(C)C (2S)-2-(((2-(3-chlorophenyl)-2-methyl-1-phenylpropoxy)carbonyl)amino)-3-(3,4-dichlorophenyl)propionic acid